C(CCCN)N 1,4-butylendiamin